6-[(2S)-2-allyl-pyrrolidin-1-yl]-5-bromo-3-nitro-pyridine-2-carboxylic acid C(C=C)[C@H]1N(CCC1)C1=C(C=C(C(=N1)C(=O)O)[N+](=O)[O-])Br